N1=C(C=CC=C1)O[C@@H]1CC[C@H](CC1)C#N (trans)-4-(pyridin-2-yloxy)cyclohexanecarbonitrile